1-[alpha-methyl-alpha-(4-hydroxyphenyl)ethyl]-3-[alpha,α-bis(4-hydroxyphenyl)ethyl]benzene CC(C)(C1=CC=C(C=C1)O)C1=CC(=CC=C1)C(C)(C1=CC=C(C=C1)O)C1=CC=C(C=C1)O